CC1=CC=C(C=C1)N(C2=CC=C(C=C2)C)C3=CC=C(C=C3)C4=CC=C(C=C4)N(C5=CC=C(C=C5)C)C6=CC=C(C=C6)C N,N,N',N'-Tetrakis(4-methylphenyl)-benzidine